C(C)(C)(C)OC(N(C)C1CC2(C(N(C=3C2=NC=CC3)CC3=CC=C(C=C3)OC)=O)C1)=O ((1s,3s)-1'-(4-methoxybenzyl)-2'-oxo-1',2'-dihydrospiro(cyclobutane-1,3'-pyrrolo[3,2-b]pyridin)-3-yl)(methyl)carbamic acid tert-butyl ester